L-α-methyl-lysine C[C@](N)(CCCCN)C(=O)O